4-((1-(2-acetyl-4-fluorophenyl)-3-methyl-1H-pyrazol-5-yl)methyl)-1-cyclobutyl-N,N-dimethyl-1H-pyrazole-3-carboxamide C(C)(=O)C1=C(C=CC(=C1)F)N1N=C(C=C1CC=1C(=NN(C1)C1CCC1)C(=O)N(C)C)C